(E)-3-(4-nitrophenyl)-1-(2,2-dimethyl-2,3-dihydrobenzofuran-5-yl)-2-(trifluoromethyl)prop-2-en-1-one [N+](=O)([O-])C1=CC=C(C=C1)/C=C(\C(=O)C=1C=CC2=C(CC(O2)(C)C)C1)/C(F)(F)F